OC1=C(C=C(C=C1OC)[C@H]1[C@H]2C(OC[C@@H]2[C@@H](C2=CC3=C(OCO3)C=C21)N2N=NC(=C2)COC2=CC=C(C=C2)\C=C\C(C2=CC=CC=C2)=O)=O)OC (5S,5As,8aR,9R)-9-(4-hydroxy-3,5-dimethoxyphenyl)-5-[4-[[4-[(E)-3-oxo-3-phenylprop-1-enyl]phenoxy]methyl]triazol-1-yl]-5a,6,8a,9-tetrahydro-5H-[2]benzofuro[6,5-f][1,3]benzodioxol-8-one